F[C@H](C(=O)N)[C@](C)(O)C1=CC=C(C=C1)F (2S,3R)-2-fluoro-3-(4-fluorophenyl)-3-hydroxybutyramide